C([C@@H]([C@H](C(=O)[O-])O)C(=O)[O-])C(=O)[O-] The molecule is the D-threo-form of isocitrate(3-). It has a role as a fundamental metabolite. It is a conjugate base of a D-threo-isocitric acid. It is an enantiomer of a L-threo-isocitrate(3-).